3-amino-N-(azetidin-3-yl)-8-bromoimidazo[1,2-a]pyridine-2-carboxamide NC1=C(N=C2N1C=CC=C2Br)C(=O)NC2CNC2